1-[[4-[[4-[[2-(6-methyl-2-pyridyl)pyrimidin-4-yl]amino]pyrimidin-2-yl]amino]phenyl]methyl]azetidin-3-ol CC1=CC=CC(=N1)C1=NC=CC(=N1)NC1=NC(=NC=C1)NC1=CC=C(C=C1)CN1CC(C1)O